N[C@@H]1C[C@H](N(C1)C(=O)OC(C)(C)C)CN1N=C(C=C1)C tert-Butyl (2S,4R)-4-amino-2-((3-methyl-1H-pyrazol-1-yl)methyl)pyrrolidine-1-carboxylate